5-methylene-1,3-dioxane C=C1COCOC1